C(C)(C)(C)OC(=O)NC(=N)N(C1=CC=C(C=C1)NC(C)=O)C(=O)OC(C)(C)C N,N'-di-tert-butoxycarbonyl-N'-(4-acetamidophenyl)guanidine